N-((1-methylcyclopropyl)methyl)benzamide CC1(CC1)CNC(C1=CC=CC=C1)=O